(R)-2-((1-(5-aminopyridin-3-yl)ethyl)amino)ethan NC=1C=C(C=NC1)[C@@H](C)NCC